(2S,4R)-N-((R)-1-(4-carbamimidoylthiophen-2-yl)ethyl)-4-cyclohexyl-1-((4-phenoxybenzoyl)glycyl)pyrrolidine-2-carboxamide C(N)(=N)C=1C=C(SC1)[C@@H](C)NC(=O)[C@H]1N(C[C@H](C1)C1CCCCC1)C(CNC(C1=CC=C(C=C1)OC1=CC=CC=C1)=O)=O